C(C1=CC=CC=C1)OC=1C(=NC(=CC1)C#CCCN1CCN(CC1)C1=NC=CC=N1)C(=O)OC Methyl 3-(benzyloxy)-6-(4-(4-(pyrimidin-2-yl)piperazin-1-yl)but-1-yn-1-yl)picolinate